5-amino-1-[12-(triethoxysilyl)dodecyl]-1H-tetrazole NC1=NN=NN1CCCCCCCCCCCC[Si](OCC)(OCC)OCC